(R)-aziridine-1,2-dicarboxylic acid 1-benzyl 2-methyl ester COC(=O)C1[N@@](C1)C(=O)OCC1=CC=CC=C1